α-[[(4-Aminocyclohexyl)amino]methyl]benzenemethanol NC1CCC(CC1)NCC(O)C1=CC=CC=C1